C(C)(C)(C)OC(NC=1OC2=C(C1)C(=C(C=C2)F)B2OC(CO2)(C)C)=O N-[4-(5,5-dimethyl-1,3,2-dioxaborolan-2-yl)-5-fluoro-benzofuran-2-yl]carbamic acid tert-butyl ester